C1(=CC=CC=C1)C(C)C 2-phenylpropan